rac-(5S)-5-[(7-chloro-8-fluoro-2-methylsulfanyl-4-oxo-3H-pyrido[4,3-d]pyrimidin-5-yl)oxymethyl]-1,4-diazacycloheptane-1-carboxylic acid tert-butyl ester C(C)(C)(C)OC(=O)N1CCN[C@@H](CC1)COC1=NC(=C(C=2N=C(NC(C21)=O)SC)F)Cl |r|